N1=C(C=CC=C1)CN1C=C(C2=CC=CC=C12)C(=O)O 1-(pyridin-2-ylmethyl)-1H-indole-3-carboxylic acid